ClC1=CC=C(C=C1)[C@H]1C[C@@H](CO1)C1=NOC(=N1)CN1C=NC=2N=CN(C(C12)=O)C 7-((3-((3R,5R)-5-(4-chlorophenyl)tetrahydro-furan-3-yl)-1,2,4-oxadiazol-5-yl)methyl)-1-methyl-1,7-dihydro-6H-purin-6-one